2-bromo-N-(2-(hydroxymethyl)-4-methylthiophen-3-yl)acetamide BrCC(=O)NC1=C(SC=C1C)CO